6-cyclopropoxy-2-(2-hydroxy-2-methylspiro[3.5]nonan-7-yl)-N-(pyrazolo[1,5-a]pyrimidin-3-yl)-2H-indazole-5-carboxamide C1(CC1)OC=1C(=CC2=CN(N=C2C1)C1CCC2(CC(C2)(C)O)CC1)C(=O)NC=1C=NN2C1N=CC=C2